ClC1=CC=C(C=C1)C=1C=2C(=C(SC2N2C(=NN=C2[C@@H](N1)CC(=O)N)C)C)C 2-[(9S)-7-(4-chlorophenyl)-4,5,13-trimethyl-3-thia-1,8,11,12-tetrazatricyclo[8.3.0.02,6]trideca-2(6),4,7,10,12-pentaen-9-yl]acetamide